N-(4-(4-((N,N-diethylsulfamoyl)amino)phenyl)-1H-pyrrolo[2,3-b]pyridin-6-yl)cyclopropylcarboxamide C(C)N(S(=O)(=O)NC1=CC=C(C=C1)C1=C2C(=NC(=C1)NC(=O)C1CC1)NC=C2)CC